Trans-3-[2-(8-chloro-4-oxo-chromen-2-yl)-5-(trifluoromethoxy)phenoxy]-N-methylsulfonyl-cyclobutanecarboxamide ClC=1C=CC=C2C(C=C(OC12)C1=C(O[C@@H]2C[C@H](C2)C(=O)NS(=O)(=O)C)C=C(C=C1)OC(F)(F)F)=O